C(C)(C)N1N=CC=2C1=NC(=NC2NC=2N=CN(C2)C2=CC(=C(C(=C2)OC)OC)OC)C2CC(C2)O 3-(1-isopropyl-4-((1-(3,4,5-trimethoxyphenyl)-1H-imidazol-4-yl)amino)-1H-pyrazolo[3,4-d]pyrimidin-6-yl)cyclobutanol